2-(3,5-dibromo-4-((6-oxo-5-(propan-2-yl-1,1,1,3,3,3-d6)-1,6-dihydropyridazine-3-yl)oxy)phenyl)-3,5-dioxo-2,3,4,5-tetrahydro-1,2,4-triazine-6-formonitrile BrC=1C=C(C=C(C1OC1=NNC(C(=C1)C(C([2H])([2H])[2H])C([2H])([2H])[2H])=O)Br)N1N=C(C(NC1=O)=O)C#N